di-tetrahydrofurylpropan O1C(CCC1)C(C)(C)C1OCCC1